C(#N)N1[C@H]2[C@@H](C[C@@H]1CC2)NC(=O)C2CCN(CC2)C2=NC=CC(=N2)C(F)(F)F N-((1R,2R,4S)-7-cyano-7-azabicyclo[2.2.1]heptan-2-yl)-1-(4-(trifluoromethyl)-2-pyrimidinyl)-4-piperidinecarboxamide